N-(2-ethoxyethyl)-1-[5-(pyridin-4-yl)-1H-pyrazole-3-carbonyl]piperidine-4-carboxamide C(C)OCCNC(=O)C1CCN(CC1)C(=O)C1=NNC(=C1)C1=CC=NC=C1